1-allyl-3-(aminomethyl)pyridin-2(1H)-one C(C=C)N1C(C(=CC=C1)CN)=O